C1=CC=CC=2C3=CC=CC=C3C(C12)OC(NC1CNC1)=O (9H-fluoren-9-yl)-3-azetidinylcarbamate